3-(3-Chloro-2-methylanilino)-2-(3-{[(2S)-1,4-dioxan-2-yl]methoxy}pyridin-4-yl)-1,5,6,7-tetrahydro-4H-pyrrolo[3,2-c]pyridin-4-one ClC=1C(=C(NC2=C(NC3=C2C(NCC3)=O)C3=C(C=NC=C3)OC[C@H]3OCCOC3)C=CC1)C